N-(azetidin-3-yl)-7-morpholino-5-[(2E)-2-(m-tolylmethylene)hydrazino]thiazolo[5,4-d]pyrimidine-2-carboxamide N1CC(C1)NC(=O)C=1SC=2N=C(N=C(C2N1)N1CCOCC1)N/N=C/C=1C=C(C=CC1)C